C(C)C1=CC=C(OC2=CC=C(C(=O)O)C=C2)C=C1 4-(4-ethyl-phenoxy)-benzoic acid